C(C)(C)N(P([O-])N(C(C)C)C(C)C)C(C)C N,N,N',N'-tetraisopropylphosphorodiamidite